[N+](#[C-])C1=CC=C2C(=NNC2=C1)C1=CC=C2CCN(CC2=C1)C 6-isocyano-3-(2-methyl-1,2,3,4-tetrahydroisoquinolin-7-yl)-1H-indazole